C12(CC3CC(CC(C1)C3)C2)CN(C(N)=S)C(=O)OCC 3-(1-adamantylmethyl)-3-(ethoxycarbonyl)thiourea